5-(6-chloropyridin-2-yl)-N-hydroxyfuran-2-carboimidoyl chloride ClC1=CC=CC(=N1)C1=CC=C(O1)C(=NO)Cl